C(CCCCCCCCCCCCCCC)OC(C=1C(N)=CC=CC1)=O cetylanthranilate